p-hydroxymethyl-cyclotriphosphazene OCP1NP=NPN1